BrCC(=O)N(C1CC2=CC=C(C=C2C1)C(NCCC)=O)CC1=C(C=CC(=C1)Cl)OCCOC 2-bromo-N-(5-chloro-2-(2-methoxyethoxy)benzyl)-N-(5-(N-propylcarbamoyl)-2,3-dihydro-1H-inden-2-yl)acetamide